3-chloro-2-[5-(2,2-dimethoxyethoxy)pentoxy]-5-[1-methyl-1-[4-[(2-methylsulfanylpyrimidin-5-yl)methoxy]phenyl]ethyl]benzonitrile ClC=1C(=C(C#N)C=C(C1)C(C)(C1=CC=C(C=C1)OCC=1C=NC(=NC1)SC)C)OCCCCCOCC(OC)OC